C(C)(C)(C)OC(=O)N[C@H](C(=O)[O-])C(C=C)(C)C (S)-2-((tert-Butoxycarbonyl) amino)-3,3-dimethylpent-4-enoate